(4-((3'-Amino-2,2'-dimethyl-[1,1'-biphenyl]-3-yl)methoxy)-5-chloro-2-((5-cyanopyridin-3-yl)methoxy)benzyl)glycine NC=1C(=C(C=CC1)C1=C(C(=CC=C1)COC1=CC(=C(CNCC(=O)O)C=C1Cl)OCC=1C=NC=C(C1)C#N)C)C